C12NC(C(C1)C2)=O 2-azabicyclo[2.1.1]hexan-3-one